(S)-2-(4-(4-((6-cyclopropyl-7-(6-((dimethyl(oxo)-λ6-sulfanylidene)amino)pyridin-2-yl)-7H-pyrrolo[2,3-d]pyrimidin-2-yl)amino)phenyl)-1-methylpiperazine-2-yl)acetonitrile C1(CC1)C1=CC2=C(N=C(N=C2)NC2=CC=C(C=C2)N2C[C@@H](N(CC2)C)CC#N)N1C1=NC(=CC=C1)N=S(=O)(C)C